Cl.N1C[C@H]([C@@H](CC1)O)O trans-piperidine-3,4-diol hydrochloride